Cl.NC1CCC(CC1)NC1=C2C(=NC=3N1N=CC3Cl)C3(C(C2)CO)CCCC3 (8'-(((1R,4R)-4-aminocyclohexyl)amino)-3'-chloro-6',7'-dihydrospiro[cyclopentane-1,5'-cyclopenta[d]pyrazolo[1,5-a]pyrimidine]-6'-yl)methanol hydrochloride